BrC1=CC2=C(N(C(=N2)CC)CC2=C(OCC3=CC=C(CC(C(=O)O)CC)C=C3)C=CC=C2)C=C1 2-(4-((2-((5-Bromo-2-ethyl-1H-benzo[d]imidazol-1-yl)methyl)phenoxy)methyl)benzyl)butanoic acid